OC(CCC1=CC(=C(C(=C1)OC)OC)OC)C=1C=C(C=CC1)O 3-(1-hydroxy-3-(3,4,5-trimethoxyphenyl)propyl)phenol